spiro[indene-1,7'-quinazoline] N1=CN=CC2=CCC3(C=C12)C=CC1=CC=CC=C13